FC1=NC(=CC=C1/C=C/C=C/C=1OC2=C(C1)C=C(C=C2)O)NC 2-((1e,3e)-4-(2-fluoro-6-(methylamino)pyridin-3-yl)butan-1,3-dienyl)benzofuran-5-ol